4-(4-methoxypyridin-2-yl)-N-(4-methylpyridin-2-yl)thiazol-2-amine COC1=CC(=NC=C1)C=1N=C(SC1)NC1=NC=CC(=C1)C